NC1=C(C=C2C=CC=NC2=C1C1=C(C(=CC=C1C)O)C)C(=O)N (M)-7-Amino-8-(3-hydroxy-2,6-dimethyl-phenyl)quinoline-6-carboxamide